OC1=NC(=C(C(=N1)O)C(=O)OCC)C Ethyl 2,4-dihydroxy-6-methylpyrimidine-5-carboxylate